OC(COC1=CC=2N(C(=C1)C=1C=NC(=CC1)N1C[C@@H](CC1)OC=1C=NC(=CC1)OC)C(=CN2)C#N)(C)C (R)-7-(2-hydroxy-2-methylpropoxy)-5-(6-(3-((6-methoxypyridin-3-yl)oxy)pyrrolidin-1-yl)pyridin-3-yl)imidazo[1,2-a]pyridine-3-carbonitrile